C1=CC(=C(C=C1NC(=O)NC2=C(C=C(C=C2)Cl)OS(=O)(=O)O)Cl)Cl The molecule is a phenylurea that is urea substituted by 4-chloro-2-sulfooxyphenyl and 3,4-dichlorophenyl groups at positions 1 and 3 respectively. A metabolite of triclocarban. It is a dichlorobenzene, a member of monochlorobenzenes and a member of phenylureas.